(R)-N-(1-(5-Methyl-1,3,4-oxadiazol-2-yl)piperidin-3-yl)-6-morpholinopyrimidin-4-amine CC1=NN=C(O1)N1C[C@@H](CCC1)NC1=NC=NC(=C1)N1CCOCC1